3,5-di-n-butyl-4-hydroxytoluene C(CCC)C=1C=C(C)C=C(C1O)CCCC